C(CCC)C=1C=C2C(=CC(=NC2=CC1)N1CC(OCC1)C(=O)O)C1=CC=CC=C1 4-(6-butyl-4-phenylquinolin-2-yl)morpholine-2-carboxylic acid